5-fluoro-2-formyl-4-(phenylthio)benzoic acid FC=1C(=CC(=C(C(=O)O)C1)C=O)SC1=CC=CC=C1